(E)-N'-(2-cyano-4-(5-formyl-1-methyl-1H-pyrrol-2-yl)phenyl)-N,N-dimethylformamidine C(#N)C1=C(C=CC(=C1)C=1N(C(=CC1)C=O)C)/N=C/N(C)C